C(C)(C)(C)[C@@H](NC(COCCOCCOCC(N(C)C=1C=CC=2N(C1)C(=CN2)C2=C(C=CC=C2)Cl)=O)=O)C (S)-15-(tert-butyl)-2-(3-(2-chlorophenyl)imidazo[1,2-a]pyridin-6-yl)-3,13-dioxo-5,8,11-trioxa-2,14-diazahexadecane